4-[methyl-(tridecyl)amino]butanamide CN(CCCC(=O)N)CCCCCCCCCCCCC